tert-butyl 4-{4-[2-fluoro-3-(propane-1-sulfonamido)phenyl]-3-(pyridin-4-yl)pyrazol-1-yl}piperidine-1-carboxylate FC1=C(C=CC=C1NS(=O)(=O)CCC)C=1C(=NN(C1)C1CCN(CC1)C(=O)OC(C)(C)C)C1=CC=NC=C1